C1(CCCC1)OC1=CC=CC(=N1)C1=CC(=C(C(=C1)F)N1CC(C1)CC(=O)O)F 2-[1-[4-[6-(cyclopentyloxy)-2-pyridyl]-2,6-difluoro-phenyl]azetidin-3-yl]acetic acid